tert-butyl (2-(4-cyclopropyl-6-(difluoromethoxy)pyrimidin-5-yl)imidazo[2,1-f][1,2,4]triazin-4-yl)(4-(1-isopropyl-4-(trifluoromethyl)-1H-imidazol-2-yl)benzyl)carbamate C1(CC1)C1=NC=NC(=C1C1=NN2C(C(=N1)N(C(OC(C)(C)C)=O)CC1=CC=C(C=C1)C=1N(C=C(N1)C(F)(F)F)C(C)C)=NC=C2)OC(F)F